C(COCCC(C(=O)O)CC=1C=C(C=C(C1O)C(C)(C)C)C)OCCC(C(=O)O)CC=1C=C(C=C(C1O)C(C)(C)C)C.C(C)(C)(C)C=1C=C(C=C(C1O)C)CCC(=O)O.C(C)(C)(C)C=1C=C(C=C(C1O)C)CCC(=O)O bis[3-(3-t-butyl-4-hydroxy-5-methylphenyl)propionate]-{ethylenebis(oxyethylene) bis[3-(5-tert-butyl-4-hydroxy-m-tolyl)propionate]}